C1(=CC=CC=C1)C=1N(C(=C(N1)C1=CC=CC=C1)C1=CC=CC=C1)C1=CC=CC=C1 phenyl-1,4,5-triphenyl-1H-imidazole